4-bromo-2-(2,2-diethoxyethoxy)pyridine BrC1=CC(=NC=C1)OCC(OCC)OCC